rac-cis-1-(3-chlorophenethyl)-4-methoxy-3-((4-(methylsulfonyl)phenoxy)methyl)piperidine ClC=1C=C(CCN2C[C@H]([C@H](CC2)OC)COC2=CC=C(C=C2)S(=O)(=O)C)C=CC1 |r|